6-(2-Isopropyl-4-(m-tolyl)-1H-imidazol-5-yl)-[1,2,4]triazolo[1,5-a]pyridine C(C)(C)C=1NC(=C(N1)C=1C=C(C=CC1)C)C=1C=CC=2N(C1)N=CN2